FC1(CCN(CC1)CC=1C=CC=2N(C1)C=C(N2)CNC(=O)C=2N=C1N(C(C2)=O)C=CC=C1)C N-((6-[(4-fluoro-4-methylpiperidin-1-yl)methyl]imidazo[1,2-a]pyridin-2-yl)methyl)-4-oxo-4H-pyrido[1,2-a]pyrimidine-2-carboxamide